CC1=C(C(=C(C1([Hf](C1(C=CC2=CC=3CC(CC3C=C12)(CC)CC)C)(C)C)C)C)C)C Pentamethylcyclopentadienyl-dimethyl-(1-methyl-6,6-diethyl-1,5,6,7-tetrahydro-s-indacenyl)hafnium